(R)-3,6-dimethyl-8-(1-((2-(methylsulfonyl)phenyl)amino)ethyl)-2-(4-(2,2,2-trifluoroethyl)piperazin-1-yl)quinazolin-4(3H)-one CN1C(=NC2=C(C=C(C=C2C1=O)C)[C@@H](C)NC1=C(C=CC=C1)S(=O)(=O)C)N1CCN(CC1)CC(F)(F)F